methyl 2-(4-(2,4-dichlorophenyl)-5-isopropylthiazol-2-ylamino)-5-(trifluoromethyl)nicotinate ClC1=C(C=CC(=C1)Cl)C=1N=C(SC1C(C)C)NC1=C(C(=O)OC)C=C(C=N1)C(F)(F)F